n-Dodecyl-Ammonium Thiocyanate [S-]C#N.C(CCCCCCCCCCC)[NH3+]